2-benzyl-6-bromo-3-methyl-1-oxo-1,2-dihydroisoquinoline-4-carboxylic acid C(C1=CC=CC=C1)N1C(C2=CC=C(C=C2C(=C1C)C(=O)O)Br)=O